C1CCC=2CCCCC12 2,3,4,5,6,7-hexahydro-1H-indene